COC=1C=C2C=CC(=CC2=CC1)C1CCCN2C1=NS(CC2)(=O)=O 9-(6-methoxynaphthalen-2-yl)-3,4,6,7,8,9-hexahydropyrido[2,1-c][1,2,4]thiadiazine 2,2-dioxide